C(C)(C)(C)OC(COC1=CC=C(C=N1)C1=CC=C(C=C1)C1=N[C@H](C=2N(C3=C1C(=C(S3)C)C)C(=NN2)C)CC(=O)OC)=O methyl [(6S)-4-{4-[6-(2-t-butoxy-2-oxoethoxy)pyridin-3-yl]phenyl}-2,3,9-trimethyl-6H-thieno[3,2-f][1,2,4]triazolo[4,3-a][1,4]diazepin-6-yl]acetate